Cl.NCC1=CN=C(S1)C1=CC=C(OC(CCN(CC)CC)C)C=C1 3-(4-(5-(aminomethyl)thiazol-2-yl)phenoxy)-N,N-diethylbutan-1-amine hydrochloride